2-amino-2-(tetrahydro-2H-pyran-4-yl)ethanol NC(CO)C1CCOCC1